4-(3-(4-fluorophenyl)-1-(3-((triisopropylsilyl)oxy)propyl)-1H-pyrazol-4-yl)-1-(phenylsulfonyl)-1H-pyrrolo[2,3-b]pyridine-2-carboxylic acid FC1=CC=C(C=C1)C1=NN(C=C1C1=C2C(=NC=C1)N(C(=C2)C(=O)O)S(=O)(=O)C2=CC=CC=C2)CCCO[Si](C(C)C)(C(C)C)C(C)C